3-fluoro-5-(2-hydroxypropan-2-yl)thiophene-2-sulfonimidamide FC1=C(SC(=C1)C(C)(C)O)S(=O)(N)=N